C1(CC1)C=1N=C(C=2N(C1)C=C(N2)CNC2=CC(=NC=N2)NC(=O)C2C(C2)C2=NC=CC(=N2)C)N2C(N(C(C2)=O)C)=O N-(6-(((6-cyclopropyl-8-(3-methyl-2,4-dioxoimidazolidin-1-yl)imidazo[1,2-a]pyrazin-2-yl)methyl)amino)pyrimidin-4-yl)-2-(4-methylpyrimidin-2-yl)cyclopropane-1-carboxamide